2,2-dimethyl-3-cyanopropanediol CC(C(O)O)(CC#N)C